O=C1NC(CCC1C1=C(C=C(C=C1F)N1CC(C1)NC(OC12CC(C1)(C2)C(N(C)C2=CC(=CC=C2)Cl)=O)=O)F)=O 3-((3-chlorophenyl)(methyl)carbamoyl)bicyclo[1.1.1]pentan-1-yl (1-(4-(2,6-dioxopiperidin-3-yl)-3,5-difluorophenyl)azetidin-3-yl)carbamate